C(C)OC(=O)C1C=2N(CCC1)C(=NN2)C2=CC=C(C=C2)O 3-(4-hydroxyphenyl)-5H,6H,7H,8H-[1,2,4]triazolo[4,3-a]pyridine-8-carboxylic acid ethyl ester